C1=CC=C2C(=C1)C=C(O2)CCC=O 2-BENZOFURANPROPANAL